ClC(CC1C(CCC1)=O)\C=C\C (E)-2-(2-chloropent-3-en-1-yl)cyclopentan-1-one